N-(4-fluoro-2-methoxy-5-nitrophenyl)-4-(2,7,7-Trimethyl-7H-cyclopenta[b]pyridin-5-yl)pyrimidin-2-amine FC1=CC(=C(C=C1[N+](=O)[O-])NC1=NC=CC(=N1)C1=CC(C2=NC(=CC=C21)C)(C)C)OC